5-methyl-2-[(2-methylphenyl)methyl]-1,3-dioxane-5-carbaldehyde CC1(COC(OC1)CC1=C(C=CC=C1)C)C=O